1H-pyrazolo[1,5-a]pyridine-3-carbonitrile N1CC(=C2N1C=CC=C2)C#N